COC(CC1NC(C2=CC(=CC=C12)Br)=O)=O 2-(5-bromo-3-oxoisoindolin-1-yl)acetic acid methyl ester